2-[2-[[(3R,4R)-4-[4-Chloro-2-(5-fluoro-2-pyridyl)-1H-imidazol-5-yl]-3-methyl-1-piperidyl]sulfonyl]ethoxy]ethanol ClC=1N=C(NC1[C@H]1[C@H](CN(CC1)S(=O)(=O)CCOCCO)C)C1=NC=C(C=C1)F